2-[(3-bromo-2-methyl-phenoxy)methyl]-7-azaspiro[3.5]nonane BrC=1C(=C(OCC2CC3(C2)CCNCC3)C=CC1)C